C(#N)C1(CC1)NS(=O)(=O)C=1C=C(C2=C(N(C=3N2C=CN3)C=3SC(=NN3)C(F)F)C1)N1CCN(CC1)C(=O)C1(CC1)C N-(1-Cyanocyclopropyl)-9-(5-(difluoromethyl)-1,3,4-thiadiazol-2-yl)-5-(4-(1-methylcyclopropylcarbonyl)piperazin-1-yl)-9H-benzo[d]imidazo[1,2-a]imidazole-7-sulfonamide